C(C1=CC=CC=C1)(C1=CC=CC=C1)NC(CN)C N2-benzhydrylpropane-1,2-diamine